2-[2-fluoro-4-methoxy-5-(4-methyl-2,3-dihydroquinoxaline-1-sulfonyl)phenyl]isoindole-1,3-dione FC1=C(C=C(C(=C1)OC)S(=O)(=O)N1CCN(C2=CC=CC=C12)C)N1C(C2=CC=CC=C2C1=O)=O